4-methyl-3-(5-methyl-1,2,4-oxadiazol-3-yl)aniline hydrochloride Cl.CC1=C(C=C(N)C=C1)C1=NOC(=N1)C